3-azabicyclo[3.1.0]hexanecarboxylic acid C12(CNCC2C1)C(=O)O